((1H-1,2,3-triazol-5-yl)methyl)-1-benzyl-6-((6-chloro-2-methyl-2H-indazol-5-yl)imino)-1,3,5-triazine-2,4-dione N1N=NC=C1CN1C(N(C(NC1=O)=NC1=CC2=CN(N=C2C=C1Cl)C)CC1=CC=CC=C1)=O